1,6-dimercapto-3-hexylsulfide SCCC(CCCS)SC(CCS)CCCS